C[N+](CCCC)(C)C Trimethyl-butylammonium